NC1=CC(=NN1C)C 5-amino-1,3-dimethylpyrazole